C(#N)C=1C=CC=2C3=C(NC2C1)C(=C(C=N3)C(=O)NCCC(C)(C)O)NC3CC3 7-cyano-4-(cyclopropylamino)-N-(3-hydroxy-3-methylbutyl)-5H-pyrido[3,2-b]indole-3-carboxamide